COC1C(CCCC1)NC1=CC=CC=C1 (2-methoxycyclohexyl)-phenyl-amine